benzyl (S)-(1-(methoxy(methyl)amino)-1-oxopropan-2-yl)carbamate CON(C([C@H](C)NC(OCC1=CC=CC=C1)=O)=O)C